C(C)(=O)ON=C(C(=O)C1=CC=C(C=C1)SC1=CC=CC=C1)CC1CCCCC1 N-acetyloxy-1-(4-Phenylsulfanylphenyl)-3-cyclohexylpropan-1-one-2-imine